4-nitrophenyl (4-{[1-(benzenesulfonyl)-3-(3-hydroxyoxetan-3-yl)-1H-pyrrolo[2,3-b]pyridin-4-yl]oxy}-3,5-difluorophenyl)carbamate C1(=CC=CC=C1)S(=O)(=O)N1C=C(C=2C1=NC=CC2OC2=C(C=C(C=C2F)NC(OC2=CC=C(C=C2)[N+](=O)[O-])=O)F)C2(COC2)O